1-Methyl-4-{4-[1-(2-methylphenyl)-1H-pyrazol-3-yl]piperidin-1-yl}-2-oxo-1,2-dihydroquinoline-3-carboxamide CN1C(C(=C(C2=CC=CC=C12)N1CCC(CC1)C1=NN(C=C1)C1=C(C=CC=C1)C)C(=O)N)=O